[5-(1,3-Dioxolan-2-yl)pyridin-2-yl]-6-fluoro-2-methoxyaniline O1C(OCC1)C=1C=CC(=NC1)NC1=C(C=CC=C1F)OC